(1S,3R)-3-acetamido-N-(5-chloro-4-(5-formyl-2,2-dimethyl-2,3-dihydro-1H-pyrrolizin-7-yl)pyridin-2-yl)cyclohexane-1-carboxamide C(C)(=O)N[C@H]1C[C@H](CCC1)C(=O)NC1=NC=C(C(=C1)C=1C=C(N2CC(CC12)(C)C)C=O)Cl